CC(=O)[C@H]1CC[C@@H]2[C@@]1(C[C@@H]3[C@]4([C@H]2CCC5=CC(=O)CC[C@@]54C)O3)C The molecule is an epoxy steroid that is pregn-4-ene-3,20-dione which has an epoxy group whose oxygen is attached to the 9alpha and 11alpha-positions. It is a 20-oxo steroid, a C21-steroid, a 3-oxo-Delta(4) steroid and an epoxy steroid. It derives from a hydride of a pregnane.